FC1=CC=C2C(=CNC2=C1F)CCN(CCC)CC N-(2-(6,7-difluoro-1H-indol-3-yl)ethyl)-N-ethylpropane-1-amine